BrC1=CC=C(C=C1)NCC(=O)O N-(p-bromophenyl)glycine